Tert-Butyl (2-(8-(Thiazol-2-Ylsulfanyl)Imidazo[1,5-a]Pyridin-3-yl)Propan-2-yl)Carbamate S1C(=NC=C1)SC=1C=2N(C=CC1)C(=NC2)C(C)(C)NC(OC(C)(C)C)=O